(S)-1-benzyl-4-hydroxy-2-pyrrolidone C(C1=CC=CC=C1)N1C(C[C@@H](C1)O)=O